2-cyclopentyl-N-(4-(methylsulfonyl)but-3-en-2-yl)-4-(pyridin-3-yloxy)pyrimidine-5-carboxamide C1(CCCC1)C1=NC=C(C(=N1)OC=1C=NC=CC1)C(=O)NC(C)C=CS(=O)(=O)C